OC(COC=1C=C(C=2N(C1)N=CC2C#N)C=2C=NC(=CC2)N2CC1N(C(C2)C1)C(C1=CN=C(C=C1)C(F)(F)F)=O)(C)C 6-(2-hydroxy-2-methylpropoxy)-4-(6-(6-(6-(trifluoromethyl)nicotinoyl)-3,6-diazabicyclo[3.1.1]heptan-3-yl)pyridin-3-yl)pyrazolo[1,5-a]pyridine-3-carbonitrile